NC=1N=CC2=C(N1)C1(C(N(C2)C=2C=C(C=CC2C)NC(=O)NCC2CC2)=O)CC1 1-(3-(2'-Amino-7'-oxo-5'H-spiro[cyclopropane-1,8'-pyrido[4,3-d]pyrimidine]-6'(7'H)-yl)-4-methylphenyl)-3-(cyclopropylmethyl)urea